C(C1=CC=CC=C1)N1N=C(N=C1)C(=O)NC1C(N(C=2N(CCC1)N=C(C2)C2CC2)C)=O 1-benzyl-N-(2-cyclopropyl-4-methyl-5-oxo-4,5,6,7,8,9-hexahydropyrazolo[1,5-a][1,3]diazocin-6-yl)-1H-1,2,4-triazole-3-carboxamide